2-(9-ethyl-6-((2S,5R)-4-(1-(6-isopropylpyridin-2-yl)ethyl)-2,5-dimethylpiperazin-1-yl)-3-methyl-2-oxo-3,9-dihydro-2H-purin-8-yl)acetonitrile C(C)N1C=2N(C(N=C(C2N=C1CC#N)N1[C@H](CN([C@@H](C1)C)C(C)C1=NC(=CC=C1)C(C)C)C)=O)C